NC1C(C2=C(S1)SCC21CNC1)C#N 5-amino-4-cyano-spiro[4,5-dihydro-2H-thieno[2,3-b]thiophene-3,3'-azetidine]